[Al].[Zn] zinc-aluminum salt